N-(5-Cyano-6-(2H-1,2,3-triazol-2-yl)pyridin-3-yl)-1-(2-methylbenzo[d]-thiazol-4-yl)-5-(trifluoromethyl)-1H-pyrazol-4-carboxamid C(#N)C=1C=C(C=NC1N1N=CC=N1)NC(=O)C=1C=NN(C1C(F)(F)F)C1=CC=CC2=C1N=C(S2)C